OCCNC1=NC=2N(C(N(C(C2N1CC=1C(OC2=CC(=CC=C2C1)OC)=O)=O)C)=O)C 8-((2-hydroxyethyl)amino)-7-((7-methoxy-2-oxo-2H-chromen-3-yl)methyl)-1,3-dimethyl-3,7-dihydro-1H-purine-2,6-dione